magnesium tetradecylbenzenesulfonate C(CCCCCCCCCCCCC)OS(=O)(=O)C1=CC=CC=C1.[Mg]